1-(2,6-Difluoro-4-sulfamoylbenzyl)-8-methoxy-2-oxo-2,3-dihydropyrazino[2,3-c]quinoline FC1=C(CN2C(CNC=3C=NC=4C=C(C=CC4C32)OC)=O)C(=CC(=C1)S(N)(=O)=O)F